C1=CC(=CC=C1CC2=CC=C(C=C2)N3C(=O)C=CC3=O)N4C(=O)C=CC4=O 4,4-bismaleimidodiphenylmethane